1,5-diazabicyclo[4.3.0]non-5-eneOne N12C(CCN=C2CCC1)=O